F\C=C\F E-1,2-difluoroethylene